ClC1=C(C=CC(=C1)F)C(=O)N1C[C@@H]2CC[C@H](C1)N2C2=CC(=CC=1N2C=NC1)S(=O)(=O)C(CC)CC (2-chloro-4-fluoro-phenyl)-[(1S,5R)-8-[7-(1-ethylpropylsulfonyl)imidazo[1,5-a]pyridin-5-yl]-3,8-diazabicyclo[3.2.1]octan-3-yl]methanone